CN1C([C@@H]2[C@H](C1=O)C=N[C@]2(P(OCC)(=O)OCC)C2=CC=CC=C2)=O |r| Diethyl (1RS,3aSR,6aSR)-5-methyl-4,6-dioxo-1-phenyl-1,3a,4,5,6,6a-hexahydropyrrolo[3,4-c]pyrrole-1-phosphonate